CN(C)CCNCCCC=C(C(=O)N)C dimethylaminoethylaminopropylmethacrylamide